(S)-6-(4-(1-acryloylpiperazin-2-yl)-6-chloropyridin-2-yl)-N-methylpyrimidine C(C=C)(=O)N1[C@H](CNCC1)C1=CC(=NC(=C1)Cl)C1=CC=NCN1C